tert-butyl (S)-(5-(2-(2-aminopyridin-3-yl)-5-bromo-3H-imidazo[4,5-b]pyridin-3-yl)-2,3-dihydro-1H-inden-1-yl)carbamate NC1=NC=CC=C1C1=NC=2C(=NC(=CC2)Br)N1C=1C=C2CC[C@@H](C2=CC1)NC(OC(C)(C)C)=O